CN1CC(CC1)NC(=O)N1N=C(C=C1)\C=C\C=1SC=CC1 (E)-N-(1-Methylpyrrolidin-3-yl)-3-(2-(thiophen-2-yl)vinyl)-1H-pyrazole-1-carboxamide